6-((5-(fluoromethyl)-3-(6-methylpyridin-3-yl)isoxazol-4-yl)methoxy)-N-(tetrahydropyran-4-yl)pyridazine-3-carboxamide FCC1=C(C(=NO1)C=1C=NC(=CC1)C)COC1=CC=C(N=N1)C(=O)NC1CCOCC1